7-(5-{[(2R,4S)-2-Methylpiperidin-4-yl]oxy}[1,3]thiazolo[5,4-d][1,3]thiazol-2-yl)-4-(1H-pyrazol-4-yl)-1H-indol Hydrochlorid Cl.C[C@H]1NCC[C@@H](C1)OC=1SC2=C(N1)SC(=N2)C=2C=CC(=C1C=CNC21)C=2C=NNC2